3-{5-[2-(5-chloro-2-oxo-1-{[2-(trimethylsilyl)ethoxy]methyl}spiro[indoline-3,4'-piperidin]-1'-yl)ethoxy]-1-oxo-2-isoindolinyl}-2,6-piperidinedione ClC=1C=C2C(=CC1)N(C(C21CCN(CC1)CCOC=1C=C2CN(C(C2=CC1)=O)C1C(NC(CC1)=O)=O)=O)COCC[Si](C)(C)C